ClC=1C(=NC(=NC1)N[C@H]1[C@@H]([C@@H]2CO[C@H](C1)O2)O)C=2C=C(C1=C(N(C(=N1)[C@H]1CN(CC1)C(=O)OC)C(C)C)C2)F methyl (R)-3-(6-(5-chloro-2-(((1S,2S,3R,5S)-2-hydroxy-6,8-dioxabicyclo[3.2.1]octan-3-yl)amino)pyrimidin-4-yl)-4-fluoro-1-isopropyl-1H-benzo[d]imidazol-2-yl)pyrrolidine-1-carboxylate